N1(N=CC=C1)CCC(=O)N1CC(=CCC1)C=1C=C(C2=C(C=C(O2)C(N(C)C)=O)C1F)C1=CC=C(C=C1)C1CN(C1)C(=O)OC(C)(C)C tert-butyl 3-(4-(5-(1-(3-(1H-pyrazol-1-yl)propanoyl)-1,2,5,6-tetrahydropyridin-3-yl)-2-(dimethylcarbamoyl)-4-fluorobenzofuran-7-yl)phenyl)azetidine-1-carboxylate